ClC=1C=C(C=2N(N1)C=CN2)[C@@H]2[C@H](C2)C=2C=CC=C1C=CN=CC21 8-[(1S,2S)-2-(6-chloroimidazo[1,2-b]pyridazin-8-yl)cyclopropyl]isoquinoline